6-chloro-8-[(1S,2S)-2-(3-fluoro-4-pyridyl)cyclopropyl]imidazo[1,2-b]pyridazine ClC=1C=C(C=2N(N1)C=CN2)[C@@H]2[C@H](C2)C2=C(C=NC=C2)F